N[C@@H](C(C)C)C(=O)OC1(C(OCC=2C(N3CC=4C(=NC=5C=CC=CC5C4CC)C3=CC21)=O)=O)CC 4,11-diethyl-3,14-dioxo-3,4,12,14-tetrahydro-1H-pyrano[3',4':6,7]indolizino[1,2-b]quinolin-4-yl L-valinate